1,9-diazatricyclo[6.3.1.04,12]dodeca-2,4,6,8(12)-tetraen-2-yl-methanol N12C(=CC3=CC=CC(NCC1)=C23)CO